cyclopropanecarboxylic acid-(3-(6-(3-trifluoromethyl-phenylamino)-pyrimidin-4-ylamino)-phenyl)-amide FC(C=1C=C(C=CC1)NC1=CC(=NC=N1)NC=1C=C(C=CC1)NC(=O)C1CC1)(F)F